[2-methyl-6-(trifluoromethyl)phenyl]methanol CC1=C(C(=CC=C1)C(F)(F)F)CO